{4-[6-(2-hydroxy-ethylamino)-pyrimidin-4-yloxy]-cyclohexyl}-aminotert-butyl formate C(=O)OC(C(N)C1CCC(CC1)OC1=NC=NC(=C1)NCCO)(C)C